4-(3,4-dichlorophenyl)-1-(6-methyl-2-oxo-1,2-dihydroquinoline-4-carbonyl)-N-(3,3,3-trifluoropropyl)piperazine-2-carboxamide ClC=1C=C(C=CC1Cl)N1CC(N(CC1)C(=O)C1=CC(NC2=CC=C(C=C12)C)=O)C(=O)NCCC(F)(F)F